C(C)(C)N(C(C1(C(C=CC=C1)B1OC(C(O1)(C)C)(C)C)[2H])=O)C(C)C N,N-Diisopropyl-2-(tetramethyl-1,3,2-dioxaborolan-2-yl)benzamide-1-d